C(C1=CC=CC=C1)OC([C@@H](NC1(COC1)C[N+](=O)[O-])CC(N)=O)=O (3-(nitromethyl)oxetan-3-yl)-L-asparaginic acid benzyl ester